2,4-dimethoxy-1-nitrobenzene COC1=C(C=CC(=C1)OC)[N+](=O)[O-]